tert-butyl (S)-(1-(3-(2-(difluoromethyl)pyridin-4-yl)-1,2,4-oxadiazol-5-yl)ethyl)carbamate FC(C1=NC=CC(=C1)C1=NOC(=N1)[C@H](C)NC(OC(C)(C)C)=O)F